2-(2-isocyanatoethoxy)ethyl-methacrylic acid N(=C=O)CCOCCC=C(C(=O)O)C